N-((1R,3S)-3-((6-chloro-2-(trifluoromethyl)quinolin-4-yl)amino)cyclohexyl)-6-(dimethylphosphoryl)nicotinamide ClC=1C=C2C(=CC(=NC2=CC1)C(F)(F)F)N[C@@H]1C[C@@H](CCC1)NC(C1=CN=C(C=C1)P(=O)(C)C)=O